(2R,4R)-N-((S)-1-(((R)-2-amino-6,7-dihydro-5H-cyclopenta[b]pyridin-5-yl)amino)-1-oxopropan-2-yl)-4-(4-fluorophenoxy)pyrrolidine-2-carboxamide NC1=CC=C2C(=N1)CC[C@H]2NC([C@H](C)NC(=O)[C@@H]2NC[C@@H](C2)OC2=CC=C(C=C2)F)=O